7-(3-fluoro-5-methoxyphenyl)-5,6,7,8-tetrahydro-2,7-naphthyridine-3-carboxylic acid FC=1C=C(C=C(C1)OC)N1CCC=2C=C(N=CC2C1)C(=O)O